NC=1N=NC(=CC1NC12CC(C1)(C2)C(=O)O)C2=C(C=CC=C2)O 3-((3-amino-6-(2-hydroxyphenyl)pyridazin-4-yl)amino)bicyclo[1.1.1]pentane-1-carboxylic acid